5-Mercapto-1H-Tetrazole SC1=NN=NN1